The molecule is an icosanoid that is (6E,8Z,11Z,14Z,16E)-icosa-6,8,11,14,16-pentaenoic acid substituted at positions 5S and 18 by hydroperoxy and hydroxy groups respectively. It has a role as a human xenobiotic metabolite. It is a lipid hydroperoxide and a hydroperoxy(hydroxy)icosapentaenoic acid. It is a conjugate acid of a (5S)-hydroperoxy-18-hydroxy-EPE(1-). CCC(/C=C/C=C\\C/C=C\\C/C=C\\C=C\\[C@H](CCCC(=O)O)OO)O